(2-((2-hydroxyethyl)amino)-2-oxoethyl)carbamic acid tert-butyl ester C(C)(C)(C)OC(NCC(=O)NCCO)=O